FC(OCCNNCC1=CC=C(C(=O)O)C=C1)(F)F 4-((2-(2-(trifluoromethoxy)ethyl)hydrazineyl)methyl)benzoic acid